(S)-1-(p-ethylphenyl)ethylamine C(C)C1=CC=C(C=C1)[C@H](C)N